2,2-difluoroethyl-methyl carbonate C(OCCC(F)F)([O-])=O